C(#N)C1=C(C=C(C=C1)C(F)(F)F)NC(=O)[C@@H]1[C@@H]2C[C@H]([C@H]([C@H]1C1=CC(=CC=C1)C(F)(F)F)O2)O (1S,2S,3R,4S,5R)-N-(2-cyano-5-(trifluoromethyl)phenyl)-5-hydroxy-3-(3-(trifluoromethyl)phenyl)-7-oxabicyclo[2.2.1]heptane-2-carboxamide